2-((4-bromopyridin-2-yl)oxy)ethan-1-ol BrC1=CC(=NC=C1)OCCO